1-(Oxetan-3-yl)piperidin-4-ol O1CC(C1)N1CCC(CC1)O